ClC=1C=C(C=C(C1CC1=CC(=C(C=C1)OC1OCCCC1)C(C)C)Cl)C#CC(=O)OC methyl 3-(3,5-dichloro-4-(3-isopropyl-4-((tetrahydro-2H-pyran-2-yl)oxy)benzyl)phenyl)propiolate